C12COCC(CC1)N2C2=NC=C(C(=N2)NC2=CC=1C3=C(C(N(C1C=C2)CC2CC2)=O)OCC[C@@H](N3)C3CC3)Cl (R)-10-((2-(3-oxa-8-azabicyclo[3.2.1]octan-8-yl)-5-chloropyrimidin-4-yl)amino)-2-cyclopropyl-7-(cyclopropylmethyl)-1,2,3,4-tetrahydro-[1,4]oxazepino[2,3-c]quinolin-6(7H)-one